1,4-di-tert-butyl-isopropyl-benzene C(C)(C)(C)C(C)(C)C1=CC=C(C=C1)C(C)(C)C